CC=1C(=NC=C(N1)C)O[C@@H]1C(CN(C1)CC1=CN=C(S1)NC(C)=O)C N-(5-(((2S,4R)-4-((3,5-dimethylpyrazin-2-yl)oxy)-3-methylpyrrolidin-1-yl)methyl)thiazol-2-yl)acetamide